(2S,4S)-N-(3-chloro-4-fluoro-phenyl)-N-methyl-1-(6-methyl-4-(trifluoromethyl)pyridin-2-yl)-5-oxo-4-((tetrahydro-2H-pyran-2-yl)oxy)pyrrolidine-2-carboxamide ClC=1C=C(C=CC1F)N(C(=O)[C@H]1N(C([C@H](C1)OC1OCCCC1)=O)C1=NC(=CC(=C1)C(F)(F)F)C)C